Tertiary pentylamine C(C)(C)(CC)N